C(=O)(OCC1C2=CC=CC=C2C2=CC=CC=C12)N[C@@H](CC1=CNC=N1)C(=O)O Fmoc-L-Histidine